C(=CC1=CC=CC=C1)C1=C(C=C(C=C1)C1C(C2=CC=CC=C2C=C1)O)S(=O)(=O)O.[Na] sodium 2-(4-styryl-3-sulfophenyl)-2H-naphthol